2-chloro-N1-(4-chloro-3-(pyridin-2-yl)phenyl)-N4-(2,2,2-trifluoroethyl)terephthalamide ClC1=C(C(=O)NC2=CC(=C(C=C2)Cl)C2=NC=CC=C2)C=CC(=C1)C(=O)NCC(F)(F)F